FC(C1=CC(=NN1C)C(=O)ON\C(=N/[H])\C1(CC1)C1=C(C=CC=C1)C=C)F (Z)-N-((5-(difluoromethyl)-1-methyl-1H-pyrazole-3-carbonyl)oxy)-1-(2-vinylphenyl)cyclopropane-1-carboximidamide